N[C@H]1[C@H](N(CCC1)C(=O)C1=CC2=C(N(C(=N2)C2=CC=3C(=NC(=CC3)N(S(=O)(=O)C)CC)N2CC2CC2)C2CC2)C(=C1)OC)C N-(2-(5-((2R,3R)-3-amino-2-methylpiperidine-1-carbonyl)-1-cyclopropyl-7-methoxy-1H-benzo[d]imidazol-2-yl)-1-(cyclopropylmethyl)-1H-pyrrolo[2,3-b]pyridin-6-yl)-N-ethylmethanesulfonamide